1-(5-((2R,4R)-2-(2,5-difluorophenyl)-4-fluoropyrrolidin-1-yl)-2-fluoropyrazolo[1,5-a]pyrimidin-3-yl)-3-((1S,2R)-2-fluorocyclopropyl)thiourea FC1=C(C=C(C=C1)F)[C@@H]1N(C[C@@H](C1)F)C1=NC=2N(C=C1)N=C(C2NC(=S)N[C@@H]2[C@@H](C2)F)F